1-bromo-5-iodo-4-methoxy-2-(trifluoromethyl)benzene BrC1=C(C=C(C(=C1)I)OC)C(F)(F)F